C(C1=CC=CC=C1)OC1CC2(C(N3[C@H](O2)CC[C@H]3C3=CC=CC=C3)=O)C1 (5'S,7a'R)-3-(benzyloxy)-5'-phenyltetrahydro-3'H-spiro[cyclobutane-1,2'-pyrrolo[2,1-b]oxazol]-3'-one